Tin n-butoxide [O-]CCCC.[Sn+4].[O-]CCCC.[O-]CCCC.[O-]CCCC